5-methyl-2-hexenoic acid CC(CC=CC(=O)O)C